FC1(CC2(CN(C2)C=2OC(=C(N2)C(=O)NC2=CC(=C(C=C2)N2CCCCC2)F)C)C1)F 2-(6,6-difluoro-2-azaspiro[3.3]heptane-2-yl)-N-(3-fluoro-4-(piperidin-1-yl)phenyl)-5-methyl-oxazole-4-carboxamide